The molecule is a hydroxy fatty acid obtained by hydroxylation of one of the two terminal methyl groups of phytanic acid. It has a role as a mammalian metabolite. It is a branched-chain saturated fatty acid, a long-chain fatty acid, a methyl-branched fatty acid and a hydroxy fatty acid. It derives from a phytanic acid. It is a conjugate acid of an omega-hydroxyphytanate. It derives from a hydride of a phytane. CC(CCCC(C)CCCC(C)CO)CCCC(C)CC(=O)O